3-((4-((7-(4,4-difluoropiperidin-1-yl)-7-oxoheptyl)amino)phenyl)amino)piperidine-2,6-dione FC1(CCN(CC1)C(CCCCCCNC1=CC=C(C=C1)NC1C(NC(CC1)=O)=O)=O)F